tert-Butyl N-[(2S)-5-[[(2S)-2-(4-fluorophenyl)cyclopropyl](prop-2-en-1-yl)amino]-1-(4-hydroxypiperidin-1-yl)-1-oxopentan-2-yl]carbamate FC1=CC=C(C=C1)[C@H]1C(C1)N(CCC[C@@H](C(=O)N1CCC(CC1)O)NC(OC(C)(C)C)=O)CC=C